COC[C@H](C)NC=1N=CC2=C(N1)NC=C2C=2C=C1C=CC=NC1=CC2 (S)-N-(1-methoxypropan-2-yl)-5-(quinolin-6-yl)-7H-pyrrolo[2,3-d]pyrimidin-2-amine